C[C@H](C#C)NC(OC(C)(C)C)=O tert-butyl N-[(1R)-1-methylprop-2-ynyl]carbamate